sodium diisooctyl sebacate C(CCCCCCCCC(=O)OCCCCCC(C)C)(=O)OCCCCCC(C)C.[Na]